[4-[[(2,5-difluorobenzoyl)amino]methyl]phenyl]boronic acid FC1=C(C(=O)NCC2=CC=C(C=C2)B(O)O)C=C(C=C1)F